C(C)(C)(C)OC(=O)N(C)CC1=CC=C(C=C1)B(O)O (4-(((tert-butoxycarbonyl)(methyl)amino)methyl)phenyl)boronic acid